2-(6-(((1S,2S,3R,5S,6R)-2-fluoro-6-methoxy-1,5,8-trimethyl-8-azabicyclo[3.2.1]octan-3-yl)(methyl)amino)pyridazin-3-yl)-5-(1H-imidazol-1-yl)phenol F[C@@H]1[C@@]2(C[C@H]([C@](C[C@H]1N(C1=CC=C(N=N1)C1=C(C=C(C=C1)N1C=NC=C1)O)C)(N2C)C)OC)C